C(C)(C)(C)OC(NC1=NC=CC(=C1)C=1C(=NN2C1CN(CC2)C)C2=CC=C(C=C2)F)=O (4-(2-(4-fluorophenyl)-5-methyl-4,5,6,7-tetrahydropyrazolo[1,5-a]pyrazin-3-yl)pyridin-2-yl)carbamic acid tert-butyl ester